CC(C)(SCCC(=O)O)SCCC(=O)O 3-(propane-2,2-diylbis(sulfanediyl))dipropionic acid